FC(C(=O)O)(F)F.O=C1N(CCC(N1)=O)C1=NN(C2=CC(=CC=C12)[C@H]1C(CN(CC1)CC(=O)O)(F)F)C 2-[(4S)-4-[3-(2,4-dioxohexahydropyrimidin-1-yl)-1-methyl-indazol-6-yl]-3,3-difluoro-1-piperidinyl]acetic acid trifluoroacetate